N-(2,6-dioxopiperidin-3-yl)piperidine-1-carboxamide benzyl-8,8-dichloro-2-azabicyclo[5.1.0]octane-2-carboxylate C(C1=CC=CC=C1)OC(=O)N1C2C(C2CCCC1)(Cl)Cl.O=C1NC(CCC1NC(=O)N1CCCCC1)=O